C(C1=CC=CC=C1)N1N=CC(=C1)C1=CC=C(C=C1)C1=NOC(C1)(O)C(F)(F)F 3-[4-(1-benzylpyrazol-4-yl)phenyl]-5-(trifluoromethyl)-4H-1,2-oxazol-5-ol